C(C)OCC(=O)N1CCC(CC1)COC1=C(C=C(C=C1)S(=O)(=O)NC(C1=CC=CC=C1)=O)[N+](=O)[O-] N-((4-((1-(2-ethoxyacetyl)piperidin-4-yl)methoxy)-3-nitrophenyl)sulfonyl)benzamide